ClC1=NC(=C(C(=N1)Cl)OCCNC([O-])=O)NC1CC=2C=3C(=CNC3C=CC2)C1 N-[2-[2,4-dichloro-6-(1,3,4,5-tetrahydrobenzo[cd]indol-4-ylamino)pyrimidin-5-yl]oxyethyl]carbamate